FC1=CC=CC=2N=C(OC21)[C@H]2N(CCC1=C2N=CN1)C(=O)C1=CC=NN1C(F)(F)F (S)-(4-(7-fluorobenzo[d]oxazol-2-yl)-6,7-dihydro-1H-imidazo[4,5-c]pyridin-5(4H)-yl)(1-(trifluoromethyl)-1H-pyrazol-5-yl)methanone